CON1N=C2C=CC=CC2=C1 methoxy-2H-indazol